3-Mercapto-2-methylpropyl(ethoxydimethylsilan) SCC(C[Si](C)(C)OCC)C